C(C)C1=C(C=CC=C1)C1=CC(=C(C=C1)C1CN(CC1)C1=NC=C(C=C1)F)C(=O)O 2'-ethyl-4-(1-(5-fluoropyridyl)pyrrolidin-3-yl)biphenyl-3-carboxylic acid